CC1(CCC=2C(=C(C(=NC2C1)N1CC2(CN(C2)C(C=C)=O)CC1)C#N)C1=C2C=NNC2=CC=C1C)C (P)-7,7-dimethyl-4-(5-methyl-1H-indazol-4-yl)-2-(2-(2-propenoyl)-2,6-diazaspiro[3.4]octan-6-yl)-5,6,7,8-tetrahydro-3-quinolinecarbonitrile